tert-butyl 3-[2-[2-amino-4-[(3-methyloxetan-3-yl)methoxy]anilino]-8-quinolyl]azetidine-1-carboxylate NC1=C(NC2=NC3=C(C=CC=C3C=C2)C2CN(C2)C(=O)OC(C)(C)C)C=CC(=C1)OCC1(COC1)C